(4-((1R,2S)-6-hydroxy-2-phenyl-1,2,3,4-tetrahydronaphthalen-1-yl)phenyl)piperidin OC=1C=C2CC[C@@H]([C@@H](C2=CC1)C1=CC=C(C=C1)N1CCCCC1)C1=CC=CC=C1